COC1=C(C(=O)N2CCN(CC2)C(COC2=CC(=C(C=C2)NC(=O)N)C)=O)C=CC=C1OC 4-{2-[4-(2,3-dimethoxybenzoyl)piperazin-1-yl]-2-oxoethoxy}-2-methylphenylurea